6-(Tetrahydrofuran-3-yl)-7,8-dihydro-6H-pyrrolo[2,3-g]quinazolin-4-amine O1CC(CC1)N1CCC2=C1C=C1C(=NC=NC1=C2)N